2-(cyclopropylmethyl)-3-((4-methylbenzenesulfonylmethyl)aminocarbonyl)-9-hydroxy-1,8-dioxo-1,3,4,8-tetrahydro-2H-pyrido[1,2-a]pyrazine-7-carboxylic acid C1(CC1)CN1C(C=2N(CC1C(=O)NCS(=O)(=O)C1=CC=C(C=C1)C)C=C(C(C2O)=O)C(=O)O)=O